{3-(4-fluorophenyl)-4-[6-(pyridin-3-yl)furo[2,3-d]pyrimidin-4-yl]-1H-pyrazol-1-yl}-2-methylpropan-2-ol FC1=CC=C(C=C1)C1=NN(C=C1C=1C2=C(N=CN1)OC(=C2)C=2C=NC=CC2)CC(C)(O)C